C(CCC)C1=C(C=C(C(=C1CCCC)CC)OC(C)(C)C)O 2,3-dibutyl-4-ethyl-5-tert-butoxyphenol